Cl.NC(C(=O)N1CCN(CC1)C(=O)NC1=NC(N(C=C1)C1=CC=C(C=C1)CN(C)C12CC(C1)(C2)N)=O)(C)C 4-(2-Amino-2-methylpropanoyl)-N-(1-(4-(((3-aminobicyclo[1.1.1]pentan-1-yl)(methyl)amino)methyl)phenyl)-2-oxo-1,2-dihydropyrimidin-4-yl)piperazine-1-carboxamide Hydrochloride Salt